m-(α-Azidoacetamido)-phenyl 2,3,4,6-tetra-O-acetyl-D-galactopyranoside C(C)(=O)O[C@H]1C(OC2=CC(=CC=C2)NC(CN=[N+]=[N-])=O)O[C@@H]([C@@H]([C@@H]1OC(C)=O)OC(C)=O)COC(C)=O